C(=O)C1=CC=CC(=N1)C(=O)OC(C)(C)C tert-butyl 6-formylpicolinate